(5R)-8-Chloro-5-methoxy-1-[trans-4-(pyridin-2-yloxy)cyclohexyl]-5,6-dihydro-4H-[1,2,4]triazolo[4,3-a][1]benzazepin ClC=1C=CC2=C(C[C@H](CC=3N2C(=NN3)[C@@H]3CC[C@H](CC3)OC3=NC=CC=C3)OC)C1